1-METHYL-1,2,3,4-TETRAHYDROISOCHINOLIN CC1NCCC2=CC=CC=C12